5-imino-2-methyl-4,5,6,7-tetrahydro-2H-5λ4-thiopyrano[4,3-c]pyrazole N=S1CC=2C(=NN(C2)C)CC1